C(C)(C)(C)C(CC1=CC(=C(C=C1)OCCCCl)F)N(C(O)=O)/C(/N1CN(C(N(C1)C)=O)C)=N/C(=O)OC(C)(C)C.C(CCCCCCC)(=O)N[C@@H](CCC(=O)O)C(=O)O octanoyl-glutamic acid anion tert-butyl-(E)-(((tert-butoxycarbonyl)imino)(3,5-dimethyl-4-oxo-1,3,5-triazinan-1-yl)methyl)(4-(3-chloropropoxy)-3-fluorophenethyl)carbamate